C(C1=CC=CC=C1)CC(=O)O.C(CCCCCCCC)=O Nonanal Benzyl-acetate